ClC1=NC=CC(=N1)C1=C(N(C2=CC=CC=C12)C)C 3-(2-chloropyrimidin-4-yl)-1,2-dimethyl-1H-indole